triphenylpropyl-phosphorus bromide C1(=CC=CC=C1)C(CCP(Br)Br)(C1=CC=CC=C1)C1=CC=CC=C1